C(N)(=O)C=1N=NC(=CC1NC1=CC=C(C=C1)C(C(=O)OC(C)(C)C)(C)C)C1=C(C=CC=C1F)F tert-Butyl 2-(4-((3-carbamoyl-6-(2,6-difluorophenyl)pyridazin-4-yl)amino)phenyl)-2-methylpropanoate